5-bromo-2,7-naphthyridin-1(2H)-one BrC1=C2C=CNC(C2=CN=C1)=O